lithium-iron phosphate lithium [Li+].P(=O)([O-])([O-])[O-].[Fe+2].[Li+]